(S)-(6-(4-(2-(difluoromethoxy)phenyl)piperidin-1-yl)-2-azaspiro[3.4]octan-2-yl)(oxetan-3-yl)methanone FC(OC1=C(C=CC=C1)C1CCN(CC1)[C@@H]1CC2(CN(C2)C(=O)C2COC2)CC1)F